2-methyl-1-(5-nitro-1H-indol-1-yl)propan-2-ol CC(CN1C=CC2=CC(=CC=C12)[N+](=O)[O-])(C)O